2,4-diethyl-6-methylphenol C(C)C1=C(C(=CC(=C1)CC)C)O